BrC1=C(C=2NC3=C(C(=C(C(=C3C2C(=C1[2H])[2H])[2H])[2H])[2H])[2H])[2H] 2-Bromo-9H-carbazole-1,3,4,5,6,7,8-d7